furaldehyde salicylhydrazone C(C=1C(O)=CC=CC1)NN=CC=1OC=CC1